4-methoxy-2,6-dimethylpyrimidin COC1=NC(=NC(=C1)C)C